(R)-6-bromo-1-(1-(3,5-dichloropyridin-2-yl)ethyl)-1H-pyrazolo[4,3-b]pyridine-3-carbonitrile BrC=1C=C2C(=NC1)C(=NN2[C@H](C)C2=NC=C(C=C2Cl)Cl)C#N